hydroxy-cyclohexyl-phenyl ketone OC=1C(=C(C=CC1)C(=O)C1=C(C(=CC=C1)O)C1CCCCC1)C1CCCCC1